NC1=CC=C(C=C1)C1(CCCCC1)C1=CC=C(C=C1)N 1,1-bis-(4-aminophenyl)-cyclohexane